5-chloro-2,4'-difluoro-[1,1'-biphenyl] ClC=1C=CC(=C(C1)C1=CC=C(C=C1)F)F